CC1(COCCN1C=1C=C(C=CC1)[C@H](CC(=O)O)NC(=O)[C@H]1CN(CCC1)CCCC1=NC=2NCCCC2C=C1)C (S)-3-(3-(3,3-dimethylmorpholino)phenyl)-3-((R)-1-(3-(5,6,7,8-tetrahydro-1,8-naphthyridin-2-yl)propyl)piperidine-3-carboxamido)propanoic acid